3-(6-methyl-4-(trifluoromethyl)pyridin-2-yl)-2-oxoimidazolidine-1-carboxylic acid tert-butyl ester C(C)(C)(C)OC(=O)N1C(N(CC1)C1=NC(=CC(=C1)C(F)(F)F)C)=O